CN1CCC(CC1)NC1=C2C=C(N(C2=CC=C1)CC(F)(F)F)C#CCN1C(OC2=C1C=CC(=C2)S(=O)(=O)C)=O 3-(3-(4-((1-methylpiperidin-4-yl)amino)-1-(2,2,2-trifluoroethyl)-1H-indol-2-yl)prop-2-yn-1-yl)-6-(methylsulfonyl)benzo[d]oxazol-2(3H)-one